FC([C@@H](CCCCC1=NC=2NCCCC2C=C1)N([C@H]1CNCC1)C)F (R)-N-((R)-1,1-difluoro-6-(5,6,7,8-tetrahydro-1,8-naphthyridin-2-yl)hexan-2-yl)-N-methylpyrrolidin-3-amine